[IH2+].C=C1N(CCCC1)C 2-methylene-N-methyl-piperidine iodonium salt